F[C@H]1[C@@H]2CC[C@H](C[C@H]1N(C)C=1N=NC(=CC1)C1=C(C=C(C(=C1)F)C1=CC(N(C=C1)C)=O)OCOC)N2C(=O)OC(C)(C)C tert-butyl (1S,2R,3R,5R)-2-fluoro-3-([6-[5-fluoro-2-(methoxymethoxy)-4-(1-methyl-2-oxopyridin-4-yl)phenyl]pyridazin-3-yl](methyl)amino)-8-azabicyclo[3.2.1]octane-8-carboxylate